C1(=CC=CC=C1)CCOC(C(C1=CC=CC=C1)=O)=O oxo(phenyl)acetic acid 2-phenylethyl ester